CN1CCN(CC1)C(=O)N[C@H](C(N[C@H](/C=C/C1=NC=CC=C1)CCC1=CC=CC=C1)=O)CC1=CC=CC=C1 4-Methyl-N-((S)-1-oxo-3-phenyl-1-(((S,E)-5-phenyl-1-(pyridin-2-yl)pent-1-en-3-yl)amino)propan-2-yl)piperazine-1-carboxamide